Cl.FC(N1N=CC(=C1)C1=C(N=C2C(=CC=NC2=C1)OC1=CC=C(C=C1)NC(=O)C1=CN(C(=C(C1=O)C1=CC=C(C=C1)F)C)C(C)C)C)F N-[4-[[7-[1-(Difluoromethyl)pyrazol-4-yl]-6-methyl-1,5-naphthyridin-4-yl]oxy]phenyl]-5-(4-fluorophenyl)-6-methyl-4-oxo-1-propan-2-ylpyridine-3-carboxamide hydrochloride